2-[4-(4-Ethoxy-1-methyl-6-oxo-1,6-dihydro-pyridin-3-yl)-pyrazol-1-yl]-4-phenoxy-benzonitrile C(C)OC=1C(=CN(C(C1)=O)C)C=1C=NN(C1)C1=C(C#N)C=CC(=C1)OC1=CC=CC=C1